OC1=CC=C(C=C1)C(C(C)N1C[C@@H]2[C@H](C1)CC(C2)CCC2=CC=CC=C2)=O 1-(4-hydroxyphenyl)-2-((3aR,5r,6aS)-5-phenethylhexahydrocyclopenta[c]pyrrol-2(1H)-yl)propan-1-one